N,N-didecyldecylamine C(CCCCCCCCC)N(CCCCCCCCCC)CCCCCCCCCC